COC1=CC(=C(C=C1)NC(=S)NNC(=O)C1=NC2=CC=CC=C2C=C1)C N-(4-methoxy-2-methylphenyl)-2-(quinoline-2-carbonyl)hydrazine-1-carbothioamide